1-(5-(5-chloro-2-methoxypyridin-4-yl)-1H-pyrazole-3-carbonyl)-N-((1-methyl-1H-pyrazolo[3,4-b]pyridin-5-yl)methyl)piperidine-4-carboxamide ClC=1C(=CC(=NC1)OC)C1=CC(=NN1)C(=O)N1CCC(CC1)C(=O)NCC=1C=C2C(=NC1)N(N=C2)C